C12(CC(C1)C2)N2N=CC(=C2)C2=CC1=NC=CC(=C1O2)N2C([C@]([C@@H](C2)C)(C#N)C2CC2)=O (3R,4S)-1-[2-[1-(1-bicyclo[1.1.1]pentanyl)pyrazol-4-yl]furo[3,2-b]pyridin-7-yl]-3-cyclopropyl-4-methyl-2-oxopyrrolidine-3-carbonitrile